NC1C2SCC(=C(N2C1=O)C(=O)O)OC 7-amino-3-methoxy-8-oxo-5-thia-1-azabicyclo[4.2.0]oct-2-ene-2-formic acid